(S)-6-methoxy-2,5,7,8-tetramethylchroman-2-carboxylic acid COC=1C(=C2CC[C@](OC2=C(C1C)C)(C(=O)O)C)C